2-ethyl-3-benzyloxypyridin-4-one C(C)C1=NC=CC(C1OCC1=CC=CC=C1)=O